ClC=1C=C(C=CC1)[C@H]1OCCN(C1)C[C@@H](COC1=CC=C(C=C1)N(S(=O)(=O)C)C)O N-(4-((S)-3-((R)-2-(3-chlorophenyl)morpholino)-2-hydroxypropoxy)phenyl)-N-methylmethanesulfonamide